5-((3-fluorophenyl)(methyl)amino)-[1,2,4]triazolo[4,3-a]quinazolin-8-carbaldehyde FC=1C=C(C=CC1)N(C1=NC=2N(C3=CC(=CC=C13)C=O)C=NN2)C